N-[1-(bicyclo[1.1.1]pentan-1-yl)-5-methyl-1H-pyrazol-4-yl]-6-methyl-7-[1-(3-methyloxetan-3-yl)piperidin-4-yl]quinazolin-2-amine C12(CC(C1)C2)N2N=CC(=C2C)NC2=NC1=CC(=C(C=C1C=N2)C)C2CCN(CC2)C2(COC2)C